2-methyl-1-(pyridin-4-yl)propan-2-yl alaninate N[C@@H](C)C(=O)OC(CC1=CC=NC=C1)(C)C